(3-fluoropropyl) (difluoromethyl) sulfite S(=O)(OCCCF)OC(F)F